O=C1CCOC2=CC(=CC=C12)O[C@H](C1=CC=C(C#N)C=C1)C1=CC=NC=C1 (R,S)-4-(((4-oxochroman-7-yl)oxy)(pyridin-4-yl)methyl)benzonitrile